4-amino-5-(4-(3-(3-fluorophenyl)-1-isopropyl-2,4-dioxo-1,2,3,4-tetrahydropyrimidine-5-carboxamido)phenyl)-N,N-dimethylpyrrolo[2,1-f][1,2,4]triazine-7-carboxamide NC1=NC=NN2C1=C(C=C2C(=O)N(C)C)C2=CC=C(C=C2)NC(=O)C=2C(N(C(N(C2)C(C)C)=O)C2=CC(=CC=C2)F)=O